4-methyl-4-morpholino-2-(3-(3-(4-(trifluoromethyl)phenyl)-1H-pyrazolo[4,3-b]pyridin-1-yl)azetidine-1-carbonyl)pent-2-enenitrile CC(C=C(C#N)C(=O)N1CC(C1)N1N=C(C2=NC=CC=C21)C2=CC=C(C=C2)C(F)(F)F)(C)N2CCOCC2